FC1=CC=CC(=N1)C1=NC2=CC(=NC=C2C=C1)CNC(C1=CC(=C(C=C1)C)S(=O)(=O)C)=O N-((2-(6-fluoropyridin-2-yl)-1,6-naphthyridin-7-yl)methyl)-4-methyl-3-(methylsulfonyl)benzamide